FC1=CC=C(C=C1)C#CC1=C(C=CC(=C1)NC(=O)NCCC=1C=NC=CC1)N1CCN(CC1)C(=O)OC(C)(C)C tert-butyl 4-(2-((4-fluorophenyl)ethynyl)-4-(3-(2-(pyridin-3-yl)ethyl)ureido)phenyl)piperazine-1-carboxylate